ClCC(=O)N1CCC2(N(C(CS2)=O)CC=2OC(=CC2)C2=CC=CC3=CC=CC=C23)CC1 8-(2-chloroacetyl)-4-((5-(naphthalen-1-yl)furan-2-yl)methyl)-1-thia-4,8-diazaspiro[4.5]decan-3-one